O=C1N(CC2=CC=C(C=C12)CCCCCCC(N1CCN(CC1)C1=NC=CC=C1)=O)N1C(CCCC1=O)=O (1-oxo-6-(7-oxo-7-(4-(pyridin-2-yl)piperazin-1-yl)heptyl)isoindolin-2-yl)piperidine-2,6-dione